N-acryloxyoxyethylcyclohexanedicarboximide C(C=C)(=O)OOCCN1C(=O)C2CCCCC2C1=O